BrC=1C=NC(=NC1)C1(CC(C1)(C(F)F)O[Si](C)(C)C(C)(C)C)O 1-(5-bromopyrimidin-2-yl)-3-[(tert-butyldimethylsilyl)oxy]-3-(difluoromethyl)cyclobutan-1-ol